N1=CC=C(C=C1)C=1N=C(C2=C(N1)C(=NC=C2)CC(F)(F)F)N2CCC1(CCN(C1)C(=O)OC(C)(C)C)CC2 tert-butyl 8-(2-(pyridin-4-yl)-8-(2,2,2-trifluoroethyl) pyrido[3,4-d]pyrimidin-4-yl)-2,8-diazaspiro[4.5]decane-2-carboxylate